ClCCN1N=CC2=CC(=CC=C12)C(C)(C)C1=CC=C(C=C1)C#C 1-(2-Chloroethyl)-5-(2-(4-ethynylphenyl)propan-2-yl)-1H-indazol